OCCOC=1C=C(C=CC1)C1OC2=C(C1)C=C(C=C2C(=O)NC)C(=O)N 3-(2-hydroxyethoxy)phenyl-N7-methyl-2,3-dihydrobenzofuran-5,7-dicarboxamide